NC1=CC=C2C(=NN(C2=C1F)C)C1C(NC(CC1)=O)=O 3-(6-amino-7-fluoro-1-methyl-indazol-3-yl)piperidine-2,6-dione